O(S(=O)(=O)C(F)(F)F)CC(COC1=NC=C(C=C1[N+](=O)[O-])Br)(F)F 3-((5-bromo-3-nitropyridin-2-yl) oxy)-2,2-difluoropropyl triflate